1,4-dimercapto-benzene SC1=CC=C(C=C1)S